(1R,4R,5S)-2-benzyl-4-(3-fluorophenoxy)-2-azabicyclo[3.2.1]octane C(C1=CC=CC=C1)N1[C@@H]2CC[C@H]([C@H](C1)OC1=CC(=CC=C1)F)C2